NCCBr bromoethanamine